C(C)(C)OC(=O)C1C2C=CC(C1C(=O)OC(C)C)CC2 bicyclo[2.2.2]oct-5-ene-2,3-dicarboxylic acid diisopropyl ester